N-[(1R)-1-[3-amino-5-(trifluoromethyl)phenyl]ethyl]-6-(2-methoxypyridin-3-yl)-2-methylpyrrolo[2,1-f][1,2,4]triazin-4-amine NC=1C=C(C=C(C1)C(F)(F)F)[C@@H](C)NC1=NC(=NN2C1=CC(=C2)C=2C(=NC=CC2)OC)C